ClC=1C=C2N=CC(=NC2=CC1)C1=CC=C(C=C1)C1=CC=C(C=C1)NC(CCC)=O N-(4'-(6-chloroquinoxalin-2-yl)-[1,1'-biphenyl]-4-yl)butyramide